N1C(CC2=CC=CC=C12)=O 1,3-dihydro-2H-indol-2-one